imidazo[1,5-a]pyridine-1-carboxylate C=1(N=CN2C1C=CC=C2)C(=O)[O-]